CS(=O)(=O)OC1=C(C(=CC=C1)Cl)[C@H]1CC(=NO1)C=1N=C(SC1)C1CCN(CC1)C(CN1N=C(C=C1C(F)F)C(F)F)=O 2-{(5R)-3-[2-(1-{[3,5-Bis(difluoromethyl)-1H-pyrazol-1-yl]acetyl}piperidin-4-yl)-1,3-thiazol-4-yl]-4,5-dihydro-1,2-oxazol-5-yl}-3-chlorophenyl methanesulfonat